2-methylpyrazolo[4,3-d][1,2]diazine CN1N=C2C(C=NN=C2)=C1